OC(=O)C(F)(F)F.N1(CCC1)C(=O)N1CCNCC1 azetidin-1-yl(piperazin-1-yl)methanone TFA salt